2-methyl-5-(thiazol-5-yl)-1H-indole-7-carboxylic acid CC=1NC2=C(C=C(C=C2C1)C1=CN=CS1)C(=O)O